COC=1C=C(C=C(C1)OC)C1=NC(=NC(=C1C1=C(C=C(C=C1F)F)F)C)C 4-(3,5-dimethoxyphenyl)-2,6-dimethyl-5-(2,4,6-trifluorophenyl)pyrimidine